{[2-(methylsulfanyl)-8-(trifluoromethyl)pyrazolo[1,5-a][1,3,5]triazin-4-yl]amino}acetonitrile CSC1=NC=2N(C(=N1)NCC#N)N=CC2C(F)(F)F